CC1=NN=CN1C1CCNCC1 4-(3-methyl-1,2,4-triazol-4-yl)piperidine